C(C)(C)NC(O[C@H]1CO[C@H](C1)C=1C=NC(=NC1)NC1=CC(=CC=C1)N1CCN(CC1)C)=O |o1:6,9| rel-(3R,5R)-5-(2-((3-(4-methylpiperazin-1-yl)phenyl)amino)pyrimidin-5-yl)tetrahydrofuran-3-yl isopropylcarbamate